FC(O[C@@H]1CC[C@H](CC1)NC=1N=CC2=C(N1)NC=C2C2=CC=1N(C=C2)N=CC1)F N-(trans-4-(Difluoromethoxy)cyclohexyl)-5-(pyrazolo[1,5-a]pyridin-5-yl)-7H-pyrrolo[2,3-d]pyrimidin-2-amine